3-hydroxy-1-methyl-3-(nitromethyl)-2-oxoindoline-6-carboxylic acid methyl ester COC(=O)C1=CC=C2C(C(N(C2=C1)C)=O)(C[N+](=O)[O-])O